1,2-diphenylpropane-1-one C1(=CC=CC=C1)C(C(C)C1=CC=CC=C1)=O